BrC1=CC(=CC=2C3C(N(C12)C(C)C)C(CC3)NC(=O)NC3=NC=CN=C3)C(=O)NC3=CC=C(C=C3)OC(F)(F)Cl 5-bromo-N-(4-(chlorodifluoromethoxy)phenyl)-4-isopropyl-3-(3-(pyrazin-2-yl)ureido)-1,2,3,3a,4,8b-hexahydrocyclopenta[b]indole-7-carboxamide